(R)-N-((R)-1-(6-chloro-3-cyclopropyl-2-(4-methyltetrahydro-2H-pyran-4-yl)-4-oxo-3,4-dihydroquinazolin-8-yl)ethyl)-2-methylpropane-2-sulfinamide ClC=1C=C2C(N(C(=NC2=C(C1)[C@@H](C)N[S@](=O)C(C)(C)C)C1(CCOCC1)C)C1CC1)=O